[I-].Cl.NCC1=[N+](C2=C(N1CC)C=C(C=C2)F)C 2-(aminomethyl)-1-ethyl-6-fluoro-3-methyl-1H-1,3-benzodiazole-3-ium hydrochloride iodide